N,N-dimethyl-ethenediamine CN(C(=C)N)C